FCC=1[C@@H]([C@@H]([C@H]([C@@H](C1)NCC1CCC2(CCC2)CC1)O)O)O (1S,2S,3S,6R)-4-(fluoromethyl)-6-((spiro[3.5]nonan-7-ylmethyl)amino)cyclohex-4-ene-1,2,3-triol